5-bromo-pyridine-2-carboxylic acid (4-bromo-5-fluoro-2-methyl-phenyl)-amide BrC1=CC(=C(C=C1F)NC(=O)C1=NC=C(C=C1)Br)C